o-toluidine hydrofluoric acid salt F.NC=1C(=CC=CC1)C